O=C1NC(CCC1N1C(C2=CC=CC(=C2C1=O)NCC=1C=NN(C1)C1CN(C1)CC(=O)OC(C)(C)C)=O)=O tert-butyl 2-(3-(4-(((2-(2,6-dioxopiperidin-3-yl)-1,3-dioxoisoindolin-4-yl)amino)methyl)-1H-pyrazol-1-yl)azetidin-1-yl)acetate